7,8-dimethoxy-3-(1-(3-methoxybenzyl)-1H-pyrazol-4-yl)-2-(trifluoromethyl)-4H-chromen-4-one COC1=CC=C2C(C(=C(OC2=C1OC)C(F)(F)F)C=1C=NN(C1)CC1=CC(=CC=C1)OC)=O